azido-2'-deoxyuridine N(=[N+]=[N-])[C@@]1(C[C@H](O)[C@@H](CO)O1)N1C(=O)NC(=O)C=C1